1-((dimethylamino)methyl)cyclohexane-1-ol CN(C)CC1(CCCCC1)O